(2s,4r)-4-((benzyloxy)methyl)-N-(3-chloro-4-fluorophenyl)-N-methyl-5-oxopyrrolidine-2-carboxamide C(C1=CC=CC=C1)OC[C@H]1C[C@H](NC1=O)C(=O)N(C)C1=CC(=C(C=C1)F)Cl